(S)-4-isopropyloxazole C(C)(C)C=1N=COC1